3-(4-diethylamino-2-ethoxyphenyl)-3-(1-ethyl-2-methyl-1H-indol-3-yl)phthalide indium tin [Sn].[In].C(C)N(C1=CC(=C(C=C1)C1(OC(=O)C2=CC=CC=C12)C1=C(N(C2=CC=CC=C12)CC)C)OCC)CC